1-(2-dimethylaminoethoxy)-2-propanol CN(CCOCC(C)O)C